hexafluorooctenyl methyl ether COC(=C(C(CCCCC(F)(F)F)F)F)F